bis(4-aminophenyl)p-diisopropylbenzene NC1=CC=C(C=C1)C=1C(=C(C=CC1C(C)C)C(C)C)C1=CC=C(C=C1)N